N-(4-Fluorobenzyl)-6-fluoro-4-oxospiro[thiochromane-2,4'-piperidine]-1'-carboxamide FC1=CC=C(CNC(=O)N2CCC3(CC2)SC2=CC=C(C=C2C(C3)=O)F)C=C1